6-(4-Fluoro-4-((2S,5S)-2,3,4,5-tetrahydro-2,5-methanobenzo[f][1,4]oxazepine-4-carbonyl)piperidin-1-yl)pyrimidine-4-carbonitrile FC1(CCN(CC1)C1=CC(=NC=N1)C#N)C(=O)N1C[C@H]2OC3=C([C@@H]1C2)C=CC=C3